N1=CC=C(C=C1)/C=C/C1=NC(=NC=C1)C1=NC(=NC=C1)N1CC2=CC=C(C=C2C1)O (E)-2-(4-(2-(Pyridin-4-yl)vinyl)-[2,4'-bipyrimidin]-2'-yl)isoindolin-5-ol